3-(fluoromethoxy)propyne FCOCC#C